C(C)C1=NC(=NN1C1=CC=CC=C1)C(=O)O 5-ethyl-1-phenyl-1H-1,2,4-triazole-3-carboxylic acid